O=C1NC(CCC1N1C(C2=CC=C(C=C2C1=O)NCCCCCC(=O)N1CCN(CC1)C(C1=C(C=CC=C1)C)=O)=O)=O 2-(2,6-dioxopiperidin-3-yl)-5-((6-(4-(2-methylbenzoyl)piperazin-1-yl)-6-oxohexyl)amino)isoindoline-1,3-dione